C(C)OC(C)N1N=CC(=C1)C1=C(C=2N(C=N1)N=C(N2)N[C@H](C(F)(F)F)C)OC(C)C 7-(1-(1-ethoxyethyl)-1H-pyrazol-4-yl)-8-isopropoxy-N-((S)-1,1,1-trifluoropropan-2-yl)-[1,2,4]triazolo[1,5-c]pyrimidin-2-amine